(2-azabicyclo[2.1.1]hexan-2-yl)-7-chloro-1,1-dimethyl-3,4-dihydro-1H-pyrido[3',4':4,5]imidazo[2,1-c][1,4]oxazine C12N(CC(C1)C2)C2CN1C(C(O2)(C)C)=NC2=C1C=C(N=C2)Cl